2,2-dimethyl-3-(methylamino)propan-1-ol CC(CO)(CNC)C